n-Propylamin C(CC)N